C(C)(C)(C)OC(=O)N(C(OC(C)(C)C)=O)C=1C=NC2=NC(=CC=C2C1Cl)OC tert-butyl (tert-butoxycarbonyl)(4-chloro-7-methoxy-1,8-naphthyridin-3-yl)carbamate